2,2'-(ethylenedithio)diethanol ethyl-2-{[(2S)-1,4-dioxan-2-yl]methyl}-8-methyl-4,5-dihydro-2H-furo[2,3-g]indazole-7-carboxylate C(C)C=1N(N=C2C3=C(CCC12)OC(=C3C)C(=O)OCCSCCSCCO)C[C@@H]3OCCOC3